FC(CN1N=CC=2C1=NC(=CN2)N2C(C1(CC2)CN(CC1)C=1C=NC(=CC1)C(F)(F)F)=O)F 2-[1-(2,2-difluoroethyl)-1H-pyrazolo[3,4-b]pyrazin-6-yl]-7-[6-(trifluoromethyl)pyridin-3-yl]-2,7-diazaspiro[4.4]nonan-1-one